(R)-N-(3-(3'-chloro-6-methoxy-5-((((5-oxopyrrolidin-2-yl)methyl)amino)methyl)-[2,4'-bipyridin]-2'-yl)-2-methylphenyl)-5-(((2-hydroxyethyl)amino)methyl)-3-methylpicolinamide ClC=1C(=NC=CC1C1=NC(=C(C=C1)CNC[C@@H]1NC(CC1)=O)OC)C=1C(=C(C=CC1)NC(C1=NC=C(C=C1C)CNCCO)=O)C